C(C1=CC=CC=C1)(=O)NC(=S)OCC Benzoyl-thiourethane